ClC=1N=C(NC1[C@H]1[C@H](CN(CC1)S(=O)(=O)C=1C=CC(=NC1)C(=O)N)C)C1=NC=C(C=C1)F 5-[[(3R,4R)-4-[4-Chloro-2-(5-fluoro-2-pyridyl)-1H-imidazol-5-yl]-3-methyl-1-piperidyl]sulfonyl]pyridine-2-carboxamide